(2S,5R)-5-((5-cyclopentyl-7H-pyrrolo[2,3-d]pyrimidin-4-yl)amino)-2-methylpiperidine-1-carboxylic acid benzyl ester C(C1=CC=CC=C1)OC(=O)N1[C@H](CC[C@H](C1)NC=1C2=C(N=CN1)NC=C2C2CCCC2)C